4-amino-1,1,1-trifluoro-2-methylbutan-2-ol NCCC(C(F)(F)F)(O)C